ClC1=C(C=C(C=C1)Cl)C(F)(F)F 2,5-dichloro-benzotrifluoride